hexadecane-1,16-diamine C(CCCCCCCCCCCCCCCN)N